C(CCCC)S(=O)(=O)OC=1C=C(C=CC1)NC(=O)NC1=CC=C(C=C1)OS(=O)(=O)CCCCC N-[3-(pentanesulfonyloxy)phenyl]-N'-[4-(pentanesulfonyloxy)phenyl]urea